[Na+].OC=1C=CC=C2C(CC(=CC12)S(=O)(=O)[O-])=S(=O)=O 8-hydroxy-4-sulfonylnaphthalene-2-sulfonic acid sodium salt